8-thia-2-azaspiro[4.5]decane 8,8-dioxide C1NCCC12CCS(CC2)(=O)=O